(4R)-4-formyl-2,2-dimethyl-oxazolidine-3-carboxylic acid tert-butyl ester C(C)(C)(C)OC(=O)N1C(OC[C@@H]1C=O)(C)C